BrC=1C=C2N(N=CC3=C2N(N=C3N)C)C1 8-bromo-1-methyl-1H-pyrazolo[3,4-d]pyrrolo[1,2-b]pyridazin-3-amine